4,4-difluoroazepine Ammonium chloride [Cl-].[NH4+].FC1(C=CN=CC=C1)F